FC1=C(C(=C(C(=C1C(=O)[O-])F)F)F)F.[Cu+] Copper(I) Pentafluorobenzoate